2-(1-((1-(2-(2,6-dioxopiperidin-3-yl)-1,3-dioxoisoindolin-5-yl)pyrrolidin-3-yl)methyl)piperidin-4-yl)acetic acid O=C1NC(CCC1N1C(C2=CC=C(C=C2C1=O)N1CC(CC1)CN1CCC(CC1)CC(=O)O)=O)=O